2-(4,4,5,5-tetramethyl-1,3,2-dioxaborolan-2-yl)-4-(trifluoromethyl)pyridine CC1(OB(OC1(C)C)C1=NC=CC(=C1)C(F)(F)F)C